6-fluoro-5-(4-(3-(8-fluoro-1-oxo-1,2-dihydropyrrolo[1,2-a]pyrazin-3-yl)pyrrolidin-1-yl)piperidin-1-yl)-N-methylpicolinamide FC1=C(C=CC(=N1)C(=O)NC)N1CCC(CC1)N1CC(CC1)C=1NC(C=2N(C1)C=CC2F)=O